CC1(O[C@@H]2[C@H](O1)[C@H](C[C@H]2N2C=CC1=C2N=CN=C1NC)C=1C=NN(C1)C1OCCCC1)C 7-[(3aS,4R,6R,6aR)-2,2-Dimethyl-6-[1-(oxan-2-yl)pyrazol-4-yl]-tetrahydro-3aH-cyclopenta[d][1,3]dioxol-4-yl]-N-methylpyrrolo[2,3-d]pyrimidin-4-amine